ClC=1C(=NC=CC1)C(C)(C)NC1=NC=C(C=N1)C=1C=C(C(=O)N)C=CC1F 3-(2-{[1-(3-chloro(2-pyridyl))-isopropyl]amino}pyrimidin-5-yl)-4-fluorobenzamide